DL-serine-2-(2,3,4-trihydroxybenzyl)hydrazide hydrochloride Cl.OC1=C(CNNC([C@@H](N)CO)=O)C=CC(=C1O)O |r|